tert-butyl 3-(5-(4-acryloyl-2-oxopiperazin-1-yl)furan-2-yl)propanoate C(C=C)(=O)N1CC(N(CC1)C1=CC=C(O1)CCC(=O)OC(C)(C)C)=O